CC1=C(OC2=C(C=C(C=C2C1=O)C)C(C)NC1=C(C(=O)O)C=C(C=C1)F)C=1C=NC=CC1 2-[1-[3,6-Dimethyl-4-oxo-2-(3-pyridyl)chromen-8-yl]ethylamino]-5-fluoro-benzoic acid